C12C(C3CC(CC(C1)C3)C2)NCCNC(=O)C2=NN(C(=C2C)C2=CC(=C(C=C2)Cl)Cl)C2=C(C=C(C=C2)Cl)Cl N-(2-((1r,3r,5r,7r)-adamantan-2-ylamino)ethyl)-1-(2,4-dichlorophenyl)-5-(3,4-dichlorophenyl)-4-methyl-1H-pyrazole-3-carboxamide